4-[(3aS,7aR)-1-[4-(trifluoromethoxy)phenyl]-3,3a,4,6,7,7a-hexahydro-2H-pyrrolo[3,2-c]pyridin-5-yl]-6-chloro-1-methyl-2-oxo-1,5-naphthyridine-3-carbonitrile FC(OC1=CC=C(C=C1)N1CC[C@H]2CN(CC[C@H]21)C2=C(C(N(C1=CC=C(N=C21)Cl)C)=O)C#N)(F)F